COCOC1=C(C(=O)OC(C)(C)C)C=C(C=C1)N tert-butyl 2-(methoxymethyl)oxy-5-aminobenzoate